(R)-N-(1-(4-(1H-tetrazol-5-yl)phenyl)cyclopropyl)-2-((3-(difluoromethoxy)benzyl)oxy)-3-methylbutanamide N1N=NN=C1C1=CC=C(C=C1)C1(CC1)NC([C@@H](C(C)C)OCC1=CC(=CC=C1)OC(F)F)=O